C(C1=CC=CC=C1)OC[C@H](C)N1N=CC(=C1)Br 1-[(1S)-2-benzyloxy-1-methyl-ethyl]-4-bromo-pyrazole